tetrahydrofuro[2,3-d][1,3]dioxole O1COC2C1CCO2